hydroxyl-methionine ammonium salt [NH4+].ON[C@@H](CCSC)C(=O)[O-]